3-(4-chloro-3-fluorophenyl)-5-(2-oxo-2-(pyrrolidin-1-yl)ethyl)-1H-pyrazolo[3,4-d]pyrimidin-4(5H)-one ClC1=C(C=C(C=C1)C1=NNC=2N=CN(C(C21)=O)CC(N2CCCC2)=O)F